ethylButyl ketone C(C)C(=O)CCCC